NC(CC[C@@H](CO[Si](C1=CC=CC=C1)(C1=CC=CC=C1)C(C)(C)C)NC(OC(C)(C)C)=O)C tert-Butyl ((2S)-5-amino-1-((tert-butyldiphenylsilyl)oxy)hexan-2-yl)carbamate